L-1,3-propylenediamine C(CCN)N